C(#N)C=1C(=NC(=CC1C(F)(F)F)C=1SC=CC1)S[C@@H](C(=O)O)C1=CC=CC=C1 |r| racemic-2-((3-cyano-6-(thiophen-2-yl)-4-(trifluoromethyl)-pyridin-2-yl)thio)-2-phenylacetic acid